tert-butyl 3-(2-amino-1-(trimethylsilyloxy)ethyl)piperidine-1-carboxylate NCC(O[Si](C)(C)C)C1CN(CCC1)C(=O)OC(C)(C)C